(5-amino-6-ethyl-indazol-2-yl)cyclohexanecarboxylic acid methyl ester COC(=O)C1(CCCCC1)N1N=C2C=C(C(=CC2=C1)N)CC